N1N=NC=C1CCN1CC2=C(N(C=3C=CC(=CC23)F)CCOCCOCCOCCN)CC1 2-(2-(2-(2-(2-(2-(1H-1,2,3-triazol-5-yl)ethyl)-8-fluoro-1,2,3,4-tetrahydro-5H-pyrido[4,3-b]indol-5-yl)ethoxy)ethoxy)ethoxy)ethan-1-amine